2-tert-butyl-propane tert-butyl-6-((1R,2S)-1'-(tert-butoxycarbonyl)-5'-methoxy-2'-oxospiro[cyclopropane-1,3'-indolin]-2-yl)-3-iodo-1H-indazole-1-carboxylate C(C)(C)(C)OC(=O)N1N=C(C2=CC=C(C=C12)[C@@H]1C[C@@]12C(N(C1=CC=C(C=C21)OC)C(=O)OC(C)(C)C)=O)I.C(C)(C)(C)C(C)C